C(#N)C=1C=C(C=CC1)C(C(=O)C1=CC=C(C=N1)NC(OC(C)(C)C)=O)(C)C tert-butyl N-[6-[2-(3-cyanophenyl)-2-methyl-propionyl]-3-pyridyl]carbamate